4-chloropiperidine ClC1CCNCC1